fluoro Vinyl Carbonate C(OF)(OC=C)=O